C(CCC)OC=1C=CC(=NC1)C=C1C(NC(C(N1)=O)=CC1=CC(=CC=C1)C(C1=CC=C(C=C1)F)=O)=O 3-((5-Butoxypyridin-2-yl)methylene)-6-(3-(4-fluorobenzoyl)benzylidene)piperazine-2,5-dione